The molecule is a carbon oxoanion which is the dianion obtained by the deprotonation of the hydroxy group of hydrogensquarate. It is a carbon oxoanion and a member of squarates. It is a conjugate base of a hydrogensquarate. C1(=C(C(=O)C1=O)[O-])[O-]